1-[3-amino-4-(difluoromethyl)-6-(3-pyridinyl)thieno[2,3-b]pyridin-2-yl]ethanone NC1=C(SC2=NC(=CC(=C21)C(F)F)C=2C=NC=CC2)C(C)=O